ClC=1C(=C(CNC(=O)C=2N=NN(C2)CC=2N=C3N(C=C(C=C3)C3CC3)C2)C(=CC1)C(F)F)F N-(3-chloro-6-(difluoromethyl)-2-fluorobenzyl)-1-((6-cyclopropylimidazo[1,2-a]pyridin-2-yl)methyl)-1H-1,2,3-triazole-4-carboxamide